6-methoxypyridine iron [Fe].COC1=CC=CC=N1